C(C(=O)[O-])(=O)[O-].[Ni+2] nickel oxalate salt